7-(quinolin-3-yl)-8,9,10,11-tetrahydro-3H-pyrazolo[4,3-a]phenanthridine N1=CC(=CC2=CC=CC=C12)C1=NC2=CC=C3C(=C2C=2CCCCC12)C=NN3